5-bromo-1-ethyl-4-((4-iodo-1-methyl-1H-pyrazol-3-yl)methyl)-1H-pyrazole BrC1=C(C=NN1CC)CC1=NN(C=C1I)C